Methyl (S)-3-(6,7-dimethoxy-3-oxo-1,3-dihydro-2H-benzo[4,5]thieno[2,3-c]pyrrol-2-yl)butanoate COC1=CC2=C(C3=C(C(N(C3)[C@H](CC(=O)OC)C)=O)S2)C=C1OC